(4-(2-chloro-3-fluorophenyl)piperidin-1-yl)(4,5,6,7-tetrahydro-1H-pyrazolo[4,3-c]pyridin-3-yl)methanone ClC1=C(C=CC=C1F)C1CCN(CC1)C(=O)C1=NNC2=C1CNCC2